CN1N=CC(=C1COC1OCCCC1)B1OC(C(O1)(C)C)(C)C 1-methyl-5-(((tetrahydro-2H-pyran-2-yl)oxy)methyl)-4-(4,4,5,5-tetramethyl-1,3,2-dioxaborolan-2-yl)-1H-pyrazole